(S)-6-(1-amino-1,3-dihydrospiro[indene-2,4'-piperidin]-1'-yl)-3-(2-phenylpropan-2-yl)-1,5-dihydro-4H-pyrazolo[3,4-d]pyrimidin-4-one N[C@@H]1C2=CC=CC=C2CC12CCN(CC2)C=2NC(C1=C(N2)NN=C1C(C)(C)C1=CC=CC=C1)=O